3-((2-((1-(2-cyanoethyl)-1H-pyrazol-4-yl)amino)pyrimidin-5-yl)ethynyl)-4-methylbenzamide C(#N)CCN1N=CC(=C1)NC1=NC=C(C=N1)C#CC=1C=C(C(=O)N)C=CC1C